(6-bromohexyl)-2-methylpiperidine BrCCCCCCN1C(CCCC1)C